2,3,6,7-tetrahydro-9-trifluoromethyl-1H,5H-quinolizino(9,1-gh)coumarin C1CC2=CC3=C(C4=C2N(C1)CCC4)OC(=O)C=C3C(F)(F)F